[Li+].C(C=1C(O)=CC=CC1)(=O)[O-].[Li+].C(C=1C(O)=CC=CC1)(=O)[O-] lithium salicylate, lithium salt